2-(2-(2-(2-aminoethoxy)ethoxy)ethoxy)-N-(2-(2,6-dioxopiperidin-3-yl)-1,3-dioxoisoindolin-4-yl)acetamide 2,2,2-trifluoroacetate FC(C(=O)O)(F)F.NCCOCCOCCOCC(=O)NC1=C2C(N(C(C2=CC=C1)=O)C1C(NC(CC1)=O)=O)=O